2-hydroxy-4-methoxy-3-(3-methyl-2-buten-1-yl)-6-(2-phenylethyl)-benzoic acid OC1=C(C(=O)O)C(=CC(=C1CC=C(C)C)OC)CCC1=CC=CC=C1